3-((2S)-2-hydroxy-3-(8-(4-methoxynaphthalen-1-ylsulfonyl)-1-oxa-8-azaspiro[4.5]dec-3-ylamino)propoxy)-N-methylbenzenesulfonamide O[C@H](COC=1C=C(C=CC1)S(=O)(=O)NC)CNC1COC2(C1)CCN(CC2)S(=O)(=O)C2=CC=C(C1=CC=CC=C21)OC